ClC1=NC=C(C(=N1)N1C(NC([C@@H]1C(C)C)=O)=O)F (S)-1-(2-chloro-5-fluoro-pyrimidin-4-yl)-5-isopropylimidazolidine-2,4-dione